pentamethylcyclopentadienyl(1-n-hexylindenyl)hafnium CC1=C(C(=C(C1([Hf]C=1C(C2=CC=CC=C2C1)CCCCCC)C)C)C)C